3-(5-(1-benzhydryl-1,2,3,6-tetrahydropyridin-4-yl)-1-oxoisoindolin-2-yl)piperidine-2,6-dione C(C1=CC=CC=C1)(C1=CC=CC=C1)N1CCC(=CC1)C=1C=C2CN(C(C2=CC1)=O)C1C(NC(CC1)=O)=O